(E)-3-(3-(benzyloxy)phenyl)prop-2-en-1-ol C(C1=CC=CC=C1)OC=1C=C(C=CC1)/C=C/CO